7-(3-cyano-4-(methoxycarbonyl)phenyl)-2,7-diazaspiro[3.5]nonane-2-carboxylic acid tert-butyl ester C(C)(C)(C)OC(=O)N1CC2(C1)CCN(CC2)C2=CC(=C(C=C2)C(=O)OC)C#N